6-bromo-8-cyclopentyl-2-[5-(4-fluoro-benzylamino)-pyridine-2-ylamino]-8H-pyrido[2,3-d]Pyrimidin-7-one BrC1=CC2=C(N=C(N=C2)NC2=NC=C(C=C2)NCC2=CC=C(C=C2)F)N(C1=O)C1CCCC1